(S)-4-((1-(4-(azetidin-3-ylmethoxy)-3-fluorophenyl)ethyl)amino)-2-ethyl-2,3-dihydro-1H-pyrrolo[3,4-c]pyridin-1-one N1CC(C1)COC1=C(C=C(C=C1)[C@H](C)NC1=NC=CC2=C1CN(C2=O)CC)F